C(=O)[O-].C(CCCCCCCCCCC)(=O)OC(CC)OC(C(=O)OC1CC2CCC(C1)[N+]21CCCC1)(C1=CC=CC=C1)C1=CC=CC=C1 3-(2-(1-(Dodecanoyloxy)propoxy)-2,2-diphenylacetoxy)spiro[bicyclo[3.2.1]octane-8,1'-pyrrolidin]-8-ium formate